CC=1C=C2N=CC=NC2=CC1C 6,7-dimethyl-quinoxaline